O[C@@H]1C[C@H](N(C1)C(C(C(C)C)C1=CC(=NO1)OC)=O)C=1NC=C(N1)C(=O)N(CC1CCN(CC1)C1=CC=CC=C1)C 2-[(2S,4R)-4-hydroxy-1-[2-(3-methoxyisoxazol-5-yl)-3-methyl-butyryl]pyrrolidin-2-yl]-N-methyl-N-[(1-phenyl-4-piperidinyl)methyl]-1H-imidazole-4-carboxamide